4-[4-(trifluoromethyl)-1-vinyl-imidazol-2-yl]benzonitrile FC(C=1N=C(N(C1)C=C)C1=CC=C(C#N)C=C1)(F)F